3-(3,4-dimethoxyphenyl)-1-isopropyl-1H-pyrazolo[3,4-d]pyrimidin-4-amine COC=1C=C(C=CC1OC)C1=NN(C2=NC=NC(=C21)N)C(C)C